7-(benzylamino)-N,N-diethyl-2-phenyl-1H-indole-5-carboxamide C(C1=CC=CC=C1)NC=1C=C(C=C2C=C(NC12)C1=CC=CC=C1)C(=O)N(CC)CC